1-undecylammonium C(CCCCCCCCCC)[NH3+]